(S)-2-((((9H-fluoren-9-yl)methoxy)carbonyl)amino)oct-7-enoic acid C1=CC=CC=2C3=CC=CC=C3C(C12)COC(=O)N[C@H](C(=O)O)CCCCC=C